(2S,5S)-tert-butyl 2-((4-fluorophenyl)(methyl)carbamoyl)-5-methylpyrrolidine-1-carboxylate FC1=CC=C(C=C1)N(C(=O)[C@H]1N([C@H](CC1)C)C(=O)OC(C)(C)C)C